4-(N-(18-(t-butoxy)-18-oxooctadecanoyl)sulfamoyl)butyric acid C(C)(C)(C)OC(CCCCCCCCCCCCCCCCC(=O)NS(=O)(=O)CCCC(=O)O)=O